8-methoxy-6-(2-morpholinoethyl)-2-(4-(trifluoromethyl)pyridin-2-yl)quinazolin-4(3H)-one COC=1C=C(C=C2C(NC(=NC12)C1=NC=CC(=C1)C(F)(F)F)=O)CCN1CCOCC1